[2H]C(N1C(OCCC1)=O)(C=1C=NC=C(C1)C1=CC(=C(C=C1)F)OC(F)F)[2H] 3-[Dideuterio-[5-[3-(difluoromethoxy)-4-fluoro-phenyl]-3-pyridyl]methyl]-1,3-oxazinan-2-one